magnesium compound with magnesium [Mg].[Mg]